OCCC=1C=C(C=C(C1)N1N=C2C(=N1)C=CC(=C2)Cl)CC 2-(2'-hydroxy-3',5'-diethylphenyl)-5-chloro-benzotriazole